N1=CC(=CC=C1)C1=CC(=NN1C1CC2(CN(C2)C(=O)OC(C)(C)C)C1)C(F)(F)F Tert-butyl 6-(5-(pyridin-3-yl)-3-(trifluoromethyl)-1H-pyrazol-1-yl)-2-azaspiro[3.3]heptane-2-carboxylate